N-[rac-(4S,5R)-3-[[tert-butyl(dimethyl)silyl]oxymethyl]-4-(4-fluorophenyl)-6-oxo-1-phenyl-5,7-dihydro-4H-pyrazolo[3,4-b]pyridine-5-yl]-3-(trifluoromethyl)benzamide [Si](C)(C)(C(C)(C)C)OCC1=NN(C=2NC([C@@H]([C@H](C21)C2=CC=C(C=C2)F)NC(C2=CC(=CC=C2)C(F)(F)F)=O)=O)C2=CC=CC=C2 |r|